8-[(1R)-1-(2-bromoanilino)ethyl]-3,6-dimethyl-2-morpholino-quinazolin-4-one BrC1=C(N[C@H](C)C=2C=C(C=C3C(N(C(=NC23)N2CCOCC2)C)=O)C)C=CC=C1